[2H]C=1C(=CC(=NC1)C(=O)N)NC(=O)[C@@H]1O[C@@]([C@H]([C@H]1C1=C(C(=C(C=C1)F)F)OC)C)(C(F)(F)F)C 5-Deuterio-4-[[(2R,3S,4S,5S)-3-(3,4-difluoro-2-methoxyphenyl)-4,5-dimethyl-5-(trifluoromethyl)tetrahydrofuran-2-carbonyl]amino]pyridin-2-carboxamid